Benzyl 6-amino-2-azaspiro[3.3]heptane-2-carboxylate NC1CC2(CN(C2)C(=O)OCC2=CC=CC=C2)C1